Magnesium adipat C(CCCCC(=O)[O-])(=O)[O-].[Mg+2]